N=1NC=C2C1C=NC=C2 2H-pyrazolo[3,4-c]pyridine